O=S1(CCC(CC1)C(=O)N1C(CN(CC1)[C@H](C(=O)NC1=NC=C(C=C1)OC1=CC=C(C=C1)F)C)(C)C)=O (2S)-2-[4-(1,1-dioxo-1lambda6-thiane-4-carbonyl)-3,3-dimethylpiperazin-1-yl]-N-[5-(4-fluorophenoxy)pyridin-2-yl]propanamide